2-(8-cyclopentyl-2-(methylsulfanyl)-7-oxo-7,8-dihydropyrido[2,3-d]Pyrimidin-6-yl)acetic acid C1(CCCC1)N1C(C(=CC2=C1N=C(N=C2)SC)CC(=O)O)=O